[Si](C)(C)(C(C)(C)C)O[C@H]1C[C@@H](O[C@@H]1CO)N1C(NC(C(=C1)C)=O)=O 1-[(2R,4S,5R)-4-[(tert-butyldimethylsilyl)oxy]-5-(hydroxymethyl)oxolan-2-yl]-5-methyl-3H-pyrimidine-2,4-dione